ClC1=CC(=C2CN(CC2=C1)C(NC=1SC=CN1)=O)[C@H]1N(CCC1)C(=O)[O-] (S)-2-(6-chloro-2-(Thiazol-2-ylcarbamoyl)isoindolin-4-yl)pyrrolidine-1-carboxylate